FC1=C(COC2=CC=C(C=C2)C=2N=C(N3C2C=NC=C3)[C@H]3NCCC3)C=CC=C1F (S)-1-(4-((2,3-difluorobenzyl)oxy)phenyl)-3-(pyrrolidin-2-yl)imidazo[1,5-a]pyrazine